allyl-2-methyl-1H-imidazole C(C=C)N1C(=NC=C1)C